3-bromo-2-methyl-6-(3-((tetrahydro-2H-pyran-2-yl)oxy)prop-1-yn-1-yl)pyridine BrC=1C(=NC(=CC1)C#CCOC1OCCCC1)C